6-methoxy-1,2,3,4-tetrahydro-isoquinoline-7-carbaldehyde hydrochloride Cl.COC=1C=C2CCNCC2=CC1C=O